ClCCCN1C(NC2=C1C=CC=C2)=O 1-(3-chloropropyl)-1,3-dihydro-2H-benzimidazol-2-one